((3-(1,3-Bis(2-cyanoethoxy)propan-2-yl)-2,4-bis((2-cyanoethoxy)methyl)pentane-1,5-diyl)bis(oxy))dipropionitrile C(#N)CCOCC(COCCC#N)C(C(COCCC#N)COCCC#N)C(COCCC#N)COCCC#N